5-(trifluoromethyl)imidazo[4,5-b]pyridine FC(C1=CC=C2C(=N1)N=CN2)(F)F